Methyl (S)-3-(3-ethoxy-4-methoxyphenyl)-3-(4-nitro-1,3-dioxoisoindoline-2-yl)propionate C(C)OC=1C=C(C=CC1OC)[C@H](CC(=O)OC)N1C(C2=CC=CC(=C2C1=O)[N+](=O)[O-])=O